N1=CC=CC2=CC=C(C=C12)C1=CC=C(OC=2N=NNC2C(=O)O)C=C1 4-(4-(quinolin-7-yl)phenoxy)-1H-1,2,3-triazole-5-carboxylic acid